Br[P+](N1CCCC1)(N1CCCC1)N1CCCC1 bromo(tripyrrolidin-1-yl)phosphanium